(8ar)-hexahydropyrrolo[1,2-a]pyrazine-1,4-dione C1([C@@H]2N(C(CN1)=O)CCC2)=O